4-(4-((3-chloro-5,7-dimethyl-1H-indol-4-yl)methyl)-1-methylpiperidin-3-yl)benzoic acid ClC1=CNC2=C(C=C(C(=C12)CC1C(CN(CC1)C)C1=CC=C(C(=O)O)C=C1)C)C